FC(OC1=NNC2=C1C(=NC=C2)C2=CC(=C(C=C2)S(=O)(=O)C)C)F 3-(difluoromethoxy)-4-(3-methyl-4-(methylsulfonyl)phenyl)-1H-pyrazolo[4,3-c]pyridine